ClC1=CC=CC(=N1)OCC1=C(C=C(C#N)C=C1)CC=O 4-[(6-Chloro-2-pyridyl)oxymethyl]-3-(2-oxoethyl)benzonitrile